(1s,4s)-4-(8-(2,4-difluorophenylamino)-2-(1-methylcyclobutylamino)-9H-purin-9-yl)cyclohexanecarboxamide FC1=C(C=CC(=C1)F)NC=1N(C2=NC(=NC=C2N1)NC1(CCC1)C)C1CCC(CC1)C(=O)N